N-((8-cyano-1,2,3,5,6,7-hexahydro-s-indacen-4-yl)carbamoyl)-4-hydroxy-4,5,6,7-tetrahydrobenzofuran-2-sulfonamide C(#N)C=1C=2CCCC2C(=C2CCCC12)NC(=O)NS(=O)(=O)C=1OC2=C(C1)C(CCC2)O